amyl dichlorophosphite (Pentyldichlorophosphite) C(CCCC)P(O)(Cl)Cl.P(OCCCCC)(Cl)Cl